(S)-6-(1-amino-1,3-dihydrospiro[indene-2,4'-piperidin]-1'-yl)-3-(1,6,6-trimethyl-6,7-dihydro-1H-indazol-4-yl)-1,5-dihydro-4H-pyrazolo[3,4-d]pyrimidin-4-one N[C@@H]1C2=CC=CC=C2CC12CCN(CC2)C=2NC(C1=C(N2)NN=C1C=1C=2C=NN(C2CC(C1)(C)C)C)=O